(S)-(1-(4-bromo-1-(3-methyl-3-(methylsulfonyl)but-1-yn-1-yl)-5,6,7,8-tetrahydroisoquinolin-3-yl)-2-(3,5-difluorophenyl)ethyl)carbamic acid tert-butyl ester C(C)(C)(C)OC(N[C@@H](CC1=CC(=CC(=C1)F)F)C=1N=C(C=2CCCCC2C1Br)C#CC(C)(S(=O)(=O)C)C)=O